N(=[N+]=[N-])[C@H]1[C@H](O[C@@H]2OC(O[C@@H]21)(C)C)C=2OC(OC2)(C)C (3aR,5S,6S,6aR)-6-azido-5-((R)-2,2-dimethyl-1,3-dioxol-4-yl)-2,2-Dimethyltetrahydrofuro[2,3-d][1,3]dioxole